hydroxyethyl-monopropyne OCCCC#C